3-(4-chloro-3-(trifluoromethyl)phenyl)-1-phenyl-1H-pyrazole-4-carbaldehyde ClC1=C(C=C(C=C1)C1=NN(C=C1C=O)C1=CC=CC=C1)C(F)(F)F